N-(2-(6-azaspiro[3.5]nonan-6-yl)pyrimidin-4-yl)-3-(2-fluoro-4-methoxyphenyl)isoxazol-5-amine C1CCC12CN(CCC2)C2=NC=CC(=N2)NC2=CC(=NO2)C2=C(C=C(C=C2)OC)F